2-((5-(6-((4-cyano-2-fluorobenzyl)oxy)pyridin-2-yl)-2-azabicyclo[2.2.1]heptane-2-yl)methyl)-1-(((S)-oxabutane-2-yl)methyl)-1H-benzo[d]imidazole-6-carboxylic acid C(#N)C1=CC(=C(COC2=CC=CC(=N2)C2C3CN(C(C2)C3)CC3=NC2=C(N3C[C@@H](O)CC)C=C(C=C2)C(=O)O)C=C1)F